4-(hydroxyimino)-3-oxo-butyric acid ON=CC(CC(=O)O)=O